(S)-1-((2-((S)-2-(benzylcarbamoyl)pyrrolidin-1-yl)-2-oxoethyl)amino)-1-oxo-3-phenylpropan C(C1=CC=CC=C1)NC(=O)[C@H]1N(CCC1)C(CNC(CCC1=CC=CC=C1)=O)=O